2-(6-Oxo-5-(trifluoromethyl)-1,6-dihydropyridin-3-yl)ethyl (3S,SR)-4-(5-cyclopropylpyrimidin-2-yl)-3,5-dimethylpiperazine-1-carboxylate C1(CC1)C=1C=NC(=NC1)N1[C@H](CN(C[C@@H]1C)C(=O)OCCC1=CNC(C(=C1)C(F)(F)F)=O)C |&1:14|